C1=CC(=CC=C1C(=O)O)Cl p-chlorobenzoic acid